4-amino-3,5,6-trichloro-2-pyridinecarboxylic acid potassium salt [K+].NC1=C(C(=NC(=C1Cl)Cl)C(=O)[O-])Cl